FC1=CC=C(C=C1)C=1C=C2C=NC=NC2=C(C1)OC 6-(4-Fluorophenyl)-8-methoxyquinazolin